C(C1=CC=CC=C1)(=O)OC1CC(CCC1C(C)C)C p-menthyl benzoate